C(C(C)C)C1(CC2(CN(C2)C)C1)C(=O)N[C@@H](CCCCCC(CC)=O)C=1NC(=CN1)C=1C=C2C=CC(=NC2=CC1)C (S)-6-Isobutyl-2-methyl-N-(1-(5-(2-methylchinolin-6-yl)-1H-imidazol-2-yl)-7-oxononyl)-2-azaspiro[3.3]heptan-6-carboxamid